1-(2-chloro-3-fluorophenyl)ethan-1-ol ClC1=C(C=CC=C1F)C(C)O